ethyl N-(4-methoxyphenyl)-4-oxo-1,4-dihydroquinoline-3-carboxylate COC1=CC=C(C=C1)N1C=C(C(C2=CC=CC=C12)=O)C(=O)OCC